tert-butyl 4-(4-(3-(3-(2,2,2-trifluoroethoxy)phenyl)furo[3,2-b]pyridin-6-yl)phenyl)piperazine-1-carboxylate FC(COC=1C=C(C=CC1)C1=COC=2C1=NC=C(C2)C2=CC=C(C=C2)N2CCN(CC2)C(=O)OC(C)(C)C)(F)F